CS(=O)(=O)OCCN1CCN(C2CC12)C(=O)OC(C)(C)C tert-butyl 5-[2-(methanesulfonyloxy)ethyl]-2,5-diazabicyclo[4.1.0]heptane-2-carboxylate